(R)-4-amino-7-fluoro-N-methyl-N-(1-(4-(trifluoromethyl)phenyl)ethyl)imidazo[1,5-a]quinoxaline-8-formamide NC=1C=2N(C3=CC(=C(C=C3N1)F)C(=O)N([C@H](C)C1=CC=C(C=C1)C(F)(F)F)C)C=NC2